N,N-dicyclohexyl-2-benzothiazolyl-sulphenamide C1(CCCCC1)N(SC=1SC2=C(N1)C=CC=C2)C2CCCCC2